ClC=1C=C(C=C(C1)C(F)(F)F)NC(=O)C1C2CC(C(C1C=1C(=NN(C1)C)C(F)(F)F)O2)O N-(3-chloro-5-(trifluoromethyl)phenyl)-5-hydroxy-3-(1-methyl-3-(trifluoromethyl)-1H-pyrazol-4-yl)-7-oxabicyclo[2.2.1]heptane-2-carboxamide